2-(5-(3-((1-methylpyrrolidine-3-carbonyl)oxy)-2-((palmitoyloxy)methyl)propoxy)-5-oxopentyl)propane CN1CC(CC1)C(=O)OCC(COC(CCCCC(C)C)=O)COC(CCCCCCCCCCCCCCC)=O